C(#N)C1=NC(=CC=C1O[C@H]1C[C@H](N(CC1)C=1C=CC(=NC1C(=O)N[C@@H]1CN(CC1)C)C=1C(=NC=CC1)OCC)CC)C(F)(F)F 5-[(2R,4R)-4-{[2-cyano-6-(trifluoromethyl)pyridin-3-yl]oxy}-2-ethylpiperidin-1-yl]-2'-ethoxy-N-[(3S)-1-methylpyrrolidin-3-yl]-[2,3'-bipyridine]-6-carboxamide